2-chloro-3-(4,4,5,5-Tetramethyl-1,3,2-dioxaborolan-2-yl)benzonitrile ClC1=C(C#N)C=CC=C1B1OC(C(O1)(C)C)(C)C